5-[1-(2-Fluoro-6-trifluoromethoxy-phenyl)-piperidin-4-yl]-2-methyl-7-(2-trifluoromethyl-benzyl)-2,4,5,7-tetrahydro-pyrazolo[3,4-d]pyrimidin-6-on FC1=C(C(=CC=C1)OC(F)(F)F)N1CCC(CC1)N1C(N(C=2C(C1)=CN(N2)C)CC2=C(C=CC=C2)C(F)(F)F)=O